ClC1=CC(=C(C=C1F)[C@H](NC([C@@H]1N(C[C@H](C1)O)C(C1=C(C=CC(=C1)C)NCC)=O)=O)C1COC1)F (4S)-N-((R)-(4-chloro-2,5-difluorophenyl)(3-oxetanyl)methyl)-1-(2-(ethylamino)-5-methylbenzoyl)-4-hydroxy-D-prolinamide